FC(C)(S(=O)(=O)C1=CC(=CC=C1)F)C1N(CCCC1)C(=O)NC1=CC=NO1 (1-fluoro-1-((3-fluorophenyl)sulfonyl)ethyl)-N-(isoxazol-5-yl)piperidine-1-carboxamide